FC=1C=CC(=C(CN2C(C=3N(CC2CO)C=C(C3)C3=NC(=NC=C3C)NC3COC3)=O)C1)CO 2-(5-fluoro-2-(hydroxymethyl)benzyl)-3-(hydroxymethyl)-7-(5-methyl-2-(oxacyclobutane-3-ylamino)pyrimidin-4-yl)-3,4-dihydropyrrolo[1,2-a]pyrazine-1(2H)-one